2-Bromo-N-(4-(trifluoromethyl)-2-((trimethylsilyl)ethynyl)phenyl)acetamide BrCC(=O)NC1=C(C=C(C=C1)C(F)(F)F)C#C[Si](C)(C)C